CN(S(=O)(=O)C1=C(C(=O)N)C(=C(C(=C1F)F)F)F)C 2-(N,N-dimethylsulfamoyl)-3,4,5,6-tetrafluorobenzamide